(R)-4-((4-((1-(3-(difluoromethyl)-2-fluorophenyl)ethyl)amino)-2-methyl-8,9-dihydrofuro[2,3-H]quinazolin-6-yl)oxy)-1-iminotetrahydro-2H-thiopyran 1-oxide FC(C=1C(=C(C=CC1)[C@@H](C)NC1=NC(=NC2=C3C(=C(C=C12)OC1CCS(CC1)(=N)=O)OCC3)C)F)F